(R)-6-(2-amino-4-methoxyphenyl)-5,6,7,8-tetrahydronaphthalen-2-ol NC1=C(C=CC(=C1)OC)[C@H]1CC=2C=CC(=CC2CC1)O